(R)-Pyrrolidine-2-carboxylic acid {2-methoxy-6-[3-({[5-(4-methyl-piperazin-1-ylmethyl)-furan-2-carbonyl]-amino}-methyl)-2,3-dihydro-benzo[1,4]dioxin-5-ylamino]-pyridin-3-yl}-amide COC1=NC(=CC=C1NC(=O)[C@@H]1NCCC1)NC1=CC=CC=2OCC(OC21)CNC(=O)C=2OC(=CC2)CN2CCN(CC2)C